C(C)(C)(C)C=1N=C(SC1N1N=NC=C1)N 4-tert-butyl-5-(1H-triazol-1-yl)thiazol-2-amine